COC1=CC=C(COC=2C=C(C#N)C=C(C2)C=C)C=C1 3-((4-methoxybenzyl)oxy)-5-vinylbenzonitrile